N-(2-(3,5,6-trichloropyridin-2-yl)ethyl)-2-methyl-5-chloro-6-ethylpyrimidin-4-amine ClC=1C(=NC(=C(C1)Cl)Cl)CCNC1=NC(=NC(=C1Cl)CC)C